cyclohexyl 6-{[1-(tert-butoxycarbonyl)azetidin-3-yl]amino}-4-[(1R)-1-(3-chloro-2-fluorophenyl)-1-cyanoethyl]-5-fluoropyridine-3-carboxylate C(C)(C)(C)OC(=O)N1CC(C1)NC1=C(C(=C(C=N1)C(=O)OC1CCCCC1)[C@](C)(C#N)C1=C(C(=CC=C1)Cl)F)F